FC1=CC=C(C=C1)C(C(=O)O)C1=CC=C(C=C1)F 2,2-bis(4-fluorophenyl)acetic acid